Methyl 2-(4-amino-1-(3-methoxypropyl)-1H-pyrazolo[3,4-d]pyrimidin-3-yl)-1H-indole-6-carboxylate NC1=C2C(=NC=N1)N(N=C2C=2NC1=CC(=CC=C1C2)C(=O)OC)CCCOC